ClC1=CC=C(C=C1)C=1C=C(C(N(N1)C1=CC(=CC=C1)C)=O)C(=O)N[C@H](CO)C(C)C 6-(4-chlorophenyl)-N-[(2S)-1-hydroxy-3-methylbut-2-yl]-2-(3-methylphenyl)-3-oxo-2,3-dihydropyridazine-4-carboxamide